CC1=C(C=CC=C1C)N1CCN(CC1)C=1C=C(C(=O)O)C=CC1 3-(4-(2,3-dimethylphenyl)piperazin-1-yl)benzoic acid